λ3-methanone [CH]=O